α-(5-methyl-1,3-dioxan-5-yl)-β-[[4-(trifluoromethyl)-phenyl]-methylene]-1H-1,2,4-triazole-1-ethanol CC1(COCOC1)C(C(N1N=CN=C1)=CC1=CC=C(C=C1)C(F)(F)F)O